(5-(6-(3-oxa-7-azabicyclo[3.3.1]non-7-yl)-[1,2,4]triazolo[1,5-a]pyridin-2-yl)-8-(methylamino)-2,7-naphthyridin-3-yl)cyclopropanecarboxamide C12COCC(CN(C1)C=1C=CC=3N(C1)N=C(N3)C3=C1C=C(N=CC1=C(N=C3)NC)C3(CC3)C(=O)N)C2